5-(Difluoromethyl)-N-((4-phenylpiperidin-4-yl)methyl)-2-(trifluoromethyl)pyrazolo[1,5-a]pyrimidin-7-amine FC(C1=NC=2N(C(=C1)NCC1(CCNCC1)C1=CC=CC=C1)N=C(C2)C(F)(F)F)F